5-(4,4-difluoropiperidin-1-yl)pyridin-3-ol FC1(CCN(CC1)C=1C=C(C=NC1)O)F